tert-butyl (3S)-3-[4-[2,3-difluoro-4-[[(2R)-tetrahydrofuran-2-yl]methoxy]anilino]-7-fluoro-pyrido[3,2-d]pyrimidin-6-yl]oxypyrrolidine-1-carboxylate FC1=C(NC=2C3=C(N=CN2)C=C(C(=N3)O[C@@H]3CN(CC3)C(=O)OC(C)(C)C)F)C=CC(=C1F)OC[C@@H]1OCCC1